1,4-bis(3-thienyl)-1,2-diallyl-1-butene S1C=C(C=C1)C(=C(CCC1=CSC=C1)CC=C)CC=C